COC1=CC=C(CN(C=2N=C(C3=C(C=NNC3=O)N2)N[C@H](CC)CCC)CC2=CC=C(C=C2)OC)C=C1 (R)-2-(Bis(4-methoxybenzyl)amino)-4-(hexan-3-ylamino)pyrimido[4,5-d]pyridazin-5(6H)-one